N-(2-(((2-bromopyridin-4-yl)amino)methyl)-6-cyclopropylimidazo[1,2-a]pyridine-8-yl)acetamide BrC1=NC=CC(=C1)NCC=1N=C2N(C=C(C=C2NC(C)=O)C2CC2)C1